FC1=CC=C(C=C1)C1=CCOC2=CC=C(C=C12)OC 4-(4-Fluorophenyl)-6-methoxy-2H-chromene